3,7-dimethyl-1,6-octadien-3-ol propionate C(CC)(=O)OC(C=C)(CCC=C(C)C)C